C(CCCCCCC)SCC1(CC(=CC=C1O)CSCCCCCCCC)C 2,4-bis(octylthiomethyl)-o-cresol